NCC(CN1N=CN(C1=O)C1=CC(=C(C=C1)F)F)=C(F)F 2-[2-(aminomethyl)-3,3-difluoro-allyl]-4-(3,4-difluorophenyl)-1,2,4-triazol-3-one